ClC=1N=C(NC1[C@H]1[C@H](CN(CC1)S(=O)(=O)CCC=1N=NNC1)C)C1=NC=C(C=C1)F 2-[4-Chloro-5-[(3R,4R)-3-methyl-1-[2-(1H-triazol-4-yl)ethylsulfonyl]-4-piperidyl]-1H-imidazol-2-yl]-5-fluoro-pyridine